FC1=C(C=CC(=C1)F)C1=C(C(=CN1)C(=O)OC)OC methyl 5-(2,4-difluorophenyl)-4-methoxy-1H-pyrrole-3-carboxylate